ethyl 2-(4-cyano-2-methoxy-phenoxy)-4-methyl-6-(trifluoromethyl)pyridine-3-carboxylate C(#N)C1=CC(=C(OC2=NC(=CC(=C2C(=O)OCC)C)C(F)(F)F)C=C1)OC